6,9,12-eicosatrienoic acid C(CCCCC=CCC=CCC=CCCCCCCC)(=O)O